C1=CC=CC=2C3=CC=CC=C3C(C12)COC(=O)N(CCC(=O)O)CCOC 3-((((9H-fluoren-9-yl)methoxyl)carbonyl)(2-methoxyethyl)amino)propionic acid